N1C=CC2=C(C=CC=C12)C1=CN=C2C(=N1)N(C(CN2)=O)CCOC 7-(1H-indol-4-yl)-1-(2-methoxyethyl)-3,4-dihydropyrazino[2,3-b]pyrazin-2(1H)-one